C(C1=CC=CC=C1)NC[C@H]1NC([C@H](SCC1)C1=CC(=CC=C1)OC1=CC=CC=C1)=O (2R,5S)-5-[(benzylamino)methyl]-2-(3-phenoxyphenyl)-1,4-thiazepan-3-one